bis(cis,cis-9,12-octadecadienoyl)(10-hydroxy-cis-12-octadecenoyl)glycerol C(CCCCCCC\C=C/C\C=C/CCCCC)(=O)C(C(C(O)C(CCCCCCCCC(C\C=C/CCCCC)O)=O)O)(O)C(CCCCCCC\C=C/C\C=C/CCCCC)=O